2-oxabicyclo[2.1.1]-hexane-1-carboxylic acid C12(OCC(C1)C2)C(=O)O